tert-Butyl 4-(4-benzyl-2-(4-(methoxycarbonyl)phenyl)piperazine-1-carbonyl)-1H-indole-1-carboxylate C(C1=CC=CC=C1)N1CC(N(CC1)C(=O)C1=C2C=CN(C2=CC=C1)C(=O)OC(C)(C)C)C1=CC=C(C=C1)C(=O)OC